sodium 5-chloro-2-({[3-(quinolin-8-yl)phenyl]carbonyl}amino)benzoate ClC=1C=CC(=C(C(=O)[O-])C1)NC(=O)C1=CC(=CC=C1)C=1C=CC=C2C=CC=NC12.[Na+]